(5-(4-((tert-butyldimethylsilyl)oxy)butyl)-2-isopropylpyridin-3-yl)ammonia [Si](C)(C)(C(C)(C)C)OCCCCC=1C=C(C(=NC1)C(C)C)N